(R)-2-benzenesulfonyl-1-(4-fluorophenyl)ethanol C1(=CC=CC=C1)S(=O)(=O)C[C@H](O)C1=CC=C(C=C1)F